C1(CCCCC1)CC1=C(OC2=C(C=C(C=C2C1=O)F)O)C(=O)N (cyclohexylmethyl)-6-fluoro-8-hydroxy-4-oxo-4H-chromene-2-carboxamide